[2-(5-methylpyridin-2-yl)-5,8-dioxo-6-(propan-2-yl)-5,6,7,8-tetrahydro-4H-pyrazolo[1,5-a]pyrrolo[3,4-d]pyrimidin-4-yl]acetic acid CC=1C=CC(=NC1)C1=NN2C(N(C3=C(C2=O)CN(C3=O)C(C)C)CC(=O)O)=C1